C(CCCCCCC\C=C/C\C=C/CCCCC)N(CCCCCCCC\C=C/C\C=C/CCCCC)C(C)O N,N-dilinoleyl-aminoethanol